FC1=C(OC2=C(C(=O)N)C=CC=N2)C=CC(=C1)CC(=O)NC=1SC2=C(CN(CC2)C)N1 2-(2-fluoro-4-(2-((5-methyl-4,5,6,7-tetrahydrothiazolo[4,5-c]pyridin-2-yl)amino)-2-oxoethyl)phenoxy)nicotinamide